Trans-4-(hydroxymethyl)-N-(6-(1-methyl-1H-1,2,3-triazol-4-yl)isoquinolin-3-yl)cyclohexane-1-carboxamide OC[C@@H]1CC[C@H](CC1)C(=O)NC=1N=CC2=CC=C(C=C2C1)C=1N=NN(C1)C